CC1=C(C(=C(C2=CC3=C(C(=C(C(=C3C=C12)C)C)C)C)C)C)C 1,2,3,4,5,6,7,8-Octamethyl-anthracen